(S)-N-((R)-2-(2-ethyl-4-((3-(3-(trifluoromethyl)-1H-pyrazol-4-yl)imidazo[1,2-a]pyrazin-8-yl)amino)benzamido)propyl)pyrrolidine-2-carboxamide C(C)C1=C(C(=O)N[C@@H](CNC(=O)[C@H]2NCCC2)C)C=CC(=C1)NC=1C=2N(C=CN1)C(=CN2)C=2C(=NNC2)C(F)(F)F